C(C=C)(=O)OCCCCCCOC1=CC=C(C=C1)C#CC1=CC=C(C(=O)OC2=C(C(=O)OCC)C=C(C=C2)OC(C2=CC=C(C=C2)C#CC2=CC=C(C=C2)OCCCCCCOC(C=C)=O)=O)C=C1 ethyl 2,5-bis[[4-[2-[4-(6-prop-2-enoyloxyhexoxy)phenyl]-ethynyl]benzoyl]oxy]benzoate